CC=1C=NC=C(C(=O)NC2=CC(=CC=C2)[C@H](C)NC=2N=C3C(=NC2)NC(N3C)=O)C1 (S)-5-methyl-N-(3-(1-((3-methyl-2-oxo-2,3-dihydro-1H-imidazo[4,5-b]pyrazin-5-yl)amino)ethyl)phenyl)nicotinamide